5-amino-4-fluoro-3-(3-hydroxy-3-methylbutyl)-1-methyl-1,3-dihydro-2H-benzo[d]imidazol-2-one NC1=C(C2=C(N(C(N2CCC(C)(C)O)=O)C)C=C1)F